C1(CCCCC1)[C@H](C)NCC1=C2C(=NC(=C1)C(=O)N)C(CO2)(C)C 7-((((S)-1-cyclohexylethyl)amino)methyl)-3,3-dimethyl-2,3-dihydrofuro[3,2-b]pyridine-5-carboxamide